1-iodo-3-(trifluoromethyl)benzene IC1=CC(=CC=C1)C(F)(F)F